Undec-7-ene-3-carboxylic acid tert-butyl ester C(C)(C)(C)OC(=O)C(CC)CCCC=CCCC